(Ethoxymethoxy)-cyclododecan C(C)OCOC1CCCCCCCCCCC1